(R)-N-(3-acetyl-1-(2-((2-((2'-chloro-2-fluoro-[1,1'-biphenyl]-3-yl)amino)-2-oxoethyl)(1-hydroxypropan-2-yl)amino)-2-oxoethyl)-1H-indol-5-yl)-3,3-difluoropiperidine-1-carboxamide C(C)(=O)C1=CN(C2=CC=C(C=C12)NC(=O)N1CC(CCC1)(F)F)CC(=O)N([C@@H](CO)C)CC(=O)NC=1C(=C(C=CC1)C1=C(C=CC=C1)Cl)F